NC=1C(=NON1)C1=NC(=NC(=N1)N)N 6-(4-amino-1,2,5-oxadiazole-3-yl)-1,3,5-triazine-2,4-diamine